[Si](C)(C)(C(C)(C)C)OCCCCOC1=CC(=C(C=C1)C1CCNCC1)C 4-(4-(4-((tert-butyldimethylsilyl)oxy)butoxy)-2-methylphenyl)-piperidine